ClC1=CC2=C(N(S(N=C2N2C[C@H](N(C[C@@H]2C)C(C=C)=O)C)(=O)=O)C2=C(C=CC=C2CC)CC)N=C1C1=C(C=CC=C1)F 1-((2R,5S)-4-(6-chloro-1-(2,6-diethylphenyl)-7-(2-fluorophenyl)-2,2-dioxido-1H-pyrido[2,3-c][1,2,6]thiadiazin-4-yl)-2,5-dimethyl-1-piperazinyl)-2-propen-1-one